C(CCCCC)(=O)OCC=C 2-PROPENYL HEXANOATE